methyl 3-(2,3-bis(tert-butoxycarbonyl) guanidino)-4-methylbenzoate C(C)(C)(C)OC(=O)N=C(NC=1C=C(C(=O)OC)C=CC1C)NC(=O)OC(C)(C)C